7-(2-(3-(3,4-dihydroisoquinolin-2(1H)-yl)-2-hydroxypropyl)-4,4-dimethyl-1-oxo-1,2,3,4-tetrahydroisoquinoline-6-carbonyl)-7-azaspiro[3.5]nonane-2-carbonitrile C1N(CCC2=CC=CC=C12)CC(CN1C(C2=CC=C(C=C2C(C1)(C)C)C(=O)N1CCC2(CC(C2)C#N)CC1)=O)O